C(C=C)(=O)OCC(C(F)F)(F)F 2,2,3,3-tetrafluoropropyl acrylate